(S)-(3-(4H-1,2,4-triazol-3-yl)(phenyl)(6-fluoro-5-isopropylpyridin-2-yl)methyl)-1-acetyl-4-fluoropyrrolidine-2-carboxamide N=1N=C(NC1)C=1C(=NC(=C(C1)C(C)C)F)C(C1=CC=CC=C1)[C@]1(N(CC(C1)F)C(C)=O)C(=O)N